CC(=O)N[C@@H]1[C@H](C[C@@](O[C@H]1[C@@H]([C@@H](CO)O)O)(C(=O)O)OC[C@@H]2[C@@H]([C@@H]([C@H]([C@H](O2)O)NC(=O)C)O)O)O The molecule is an N-acetyl-alpha-neuraminyl-(2->6)-N-acetyl-D-galactosamine in which the carbon bearing the anomeric hydroxy group has alpha configuration. It has a role as an epitope. It derives from a N-acetyl-alpha-D-galactosamine and a N-acetyl-alpha-neuraminic acid.